ClC=1C(=C(C=CC1)[Ru+])Cl Dichlorophenyl-ruthenium (II)